4-{4-[1-(4-chlorophenyl)-1H-pyrazol-3-yl]piperidin-1-yl}-1-methyl-2-oxo-1,2-dihydroquinoline ClC1=CC=C(C=C1)N1N=C(C=C1)C1CCN(CC1)C1=CC(N(C2=CC=CC=C12)C)=O